(1R)-1-[3-isopropyl-5-(1-methylpyrazol-4-yl)phenyl]ethanamine hydrochloride salt Cl.C(C)(C)C=1C=C(C=C(C1)C=1C=NN(C1)C)[C@@H](C)N